4-((1R,2R)-2-(3-(3-fluorophenyl)-1,2,4-oxadiazol-5-yl)cyclopropyl)benzenesulfonamide butyl-4-(3-(2,6-dioxopiperidin-3-yl)phenyl)piperazine-1-carboxylate C(CCC)OC(=O)N1CCN(CC1)C1=CC(=CC=C1)C1C(NC(CC1)=O)=O.FC=1C=C(C=CC1)C1=NOC(=N1)[C@H]1[C@@H](C1)C1=CC=C(C=C1)S(=O)(=O)N